4',5-dihydroxy-8-(3,3-dimethylallyl)-flavonol-3-O-[beta-D-xylopyranosyl-(1-3) alpha-L-rhamnopyranoside] [C@@H]1([C@H](O)[C@@H](O)[C@H](O)CO1)O[C@H]1[C@H]([C@@H](O[C@H]([C@@H]1O)C)OC1=C(OC2=C(C=CC(=C2C1=O)O)CC=C(C)C)C1=CC=C(C=C1)O)O